4-methyl-2-(((S)-(perfluorophenoxy)(phenoxy)phosphoryl)amino)pentanoic acid (S)-methyl ester COC(C(CC(C)C)N[P@](=O)(OC1=CC=CC=C1)OC1=C(C(=C(C(=C1F)F)F)F)F)=O